FC=1C=C(C=C(C1)F)[C@@H](C)NC=1C=C2C(=NNC2=CC1)\C=C\C1=NC=CC=C1C (R,E)-N-(1-(3,5-difluorophenyl)ethyl)-3-(2-(3-methylpyridin-2-yl)vinyl)-1H-indazol-5-amine